3-((13S,15S,Z)-3-chloro-16-(hydroxymethylene)-13-methyl-17-oxo-7,8,9,11,12,13,14,15,16,17-decahydro-6H-cyclopenta[a]phenanthren-15-yl)-N-(3,5-difluoropyridin-2-yl)propanamide ClC=1C=CC=2C3CC[C@@]4(C(\C(\[C@H](C4C3CCC2C1)CCC(=O)NC1=NC=C(C=C1F)F)=C/O)=O)C